(6-Cyclopropylimidazo[1,2-b]pyridazin-2-yl)methylamine C1(CC1)C=1C=CC=2N(N1)C=C(N2)CN